C1(CCCCC1)N1C(N(C=C(C1=O)C(=O)O)C(C)C)=O 3-cyclohexyl-1-iso-propyl-2,4-dioxo-1,2,3,4-tetrahydropyrimidine-5-carboxylic acid